C(#N)C=1C=C(C=CC1F)NC(=O)C1=CN(C(=C1)C(C(NC1(COC1)C(F)(F)F)=O)=O)C N-(3-cyano-4-fluorophenyl)-1-methyl-5-(2-oxo-2-((3-(trifluoromethyl)oxetane-3-yl)amino)acetyl)-1H-pyrrole-3-carboxamide